5-(6-amino-2-fluoro-3-pyridyl)-1H-imidazol NC1=CC=C(C(=N1)F)C1=CN=CN1